FC(C)(S(=O)(=O)C1=C(C=CC=C1)OC)C1CCN(CC1)C(=O)NC1=CN=NC=C1 4-(1-fluoro-1-((2-methoxy-phenyl)sulfonyl)ethyl)-N-(pyridazin-4-yl)piperidine-1-carboxamide